tert-butyl (2-(1-(2-chloro-4-(5-(2,3-difluoro-4-methoxyphenyl)-1-methyl-1H-imidazole-2-carboxamido)benzoyl)piperidin-4-yl)ethyl)carbamate ClC1=C(C(=O)N2CCC(CC2)CCNC(OC(C)(C)C)=O)C=CC(=C1)NC(=O)C=1N(C(=CN1)C1=C(C(=C(C=C1)OC)F)F)C